5-Hydroxy-3,3-dimethyl-6,10-dioxo-1,2,3,4,6,9,9a,10-octahydro-1,4a,8a-triazaanthracen OC1=C2C(N3CC(CNC3CN2C=CC1=O)(C)C)=O